(R)-(+)-[2,3-dihydro-5-methyl-3-(4-morpholinylmethyl)-pyrrolo[1,2,3-de]-1,4-benzoxazin-6-yl]-1-naphthalenyl-methanone CC1=C(C=2C=CC=C3C2N1[C@@H](CO3)CN3CCOCC3)C(=O)C3=CC=CC1=CC=CC=C31